1-(2-{[(2S)-1-methanesulfonyl-propan-2-yl]Amino}pyrimidin-5-yl)urea CS(=O)(=O)C[C@H](C)NC1=NC=C(C=N1)NC(=O)N